FC1=C2C(=NC=3N(C2=CC=C1)C(=NN3)C)N3CCCC1=C(C=CC=C31)C#CC(C)(N3C(=NC=C3)C)C 6-fluoro-1-methyl-5-(5-(3-methyl-3-(2-methyl-1H-imidazol-1-yl)but-1-yn-1-yl)-3,4-dihydroquinolin-1(2H)-yl)-[1,2,4]triazolo[4,3-a]quinazoline